C(C)(C)(C)OC(=O)N1CCC(CC1)C1=C(C2=C(NC(=N2)C=2C3=C(C=NC2OC)C(=CN3)C#N)C=C1)OCC(F)F 4-(2-(3-cyano-6-methoxy-1H-pyrrolo[3,2-c]pyridin-7-yl)-4-(2,2-difluoroethoxy)-1H-benzo[d]imidazol-5-yl)piperidine-1-carboxylic acid tert-butyl ester